CN(CCCN=C=N)C (3-dimethylamino-propyl)-carbodiimide